1-fluoro-1-deoxyfructose FCC(=O)[C@@H](O)[C@H](O)[C@H](O)CO